6'-((6-amino-5-methylpyrimidin-4-yl)amino)-8'-methyl-2'H-spiro[cyclohexane-1,3'-indolizine]-1',5'-dione NC1=C(C(=NC=N1)NC=1C(N2C3(CC(C2=C(C1)C)=O)CCCCC3)=O)C